(S)-2-methoxy-2-oxo-1-phenylethyl 3-oxobutanoate O=C(CC(=O)O[C@H](C(=O)OC)C1=CC=CC=C1)C